1-[3-(trifluoromethyl)phenyl]-2,4-imidazolidinedione FC(C=1C=C(C=CC1)N1C(NC(C1)=O)=O)(F)F